C(CCCCCCCCC)[N+](CCCS(=O)(=O)[O-])(C)C N-Decyl-N,N-dimethyl-3-ammonio-1-propanesulfonate